3-(3,4-dihydroquinolin-1(2H)-yl)-N-(furan-2-ylmethyl)propionamide N1(CCCC2=CC=CC=C12)CCC(=O)NCC=1OC=CC1